FC(OC=1C=CC(=NC1)NC(=O)C12CC(C1)C2)(F)F N-[5-(trifluoromethoxy)pyridin-2-yl]bicyclo[1.1.1]pentane-1-carboxamide